ClC=1C=C(C=CC1C#N)C1N(CCC(C1)(C)C)C(=O)NC\C=C\S(=O)(=O)C (E)-2-(3-chloro-4-cyanophenyl)-4,4-dimethyl-N-(3-(methylsulfonyl)allyl)piperidine-1-carboxamide